7-Methyl-2-(trifluoromethyl)-3,4-dihydro-2H-pyrido[4,3-b][1,4]oxazine-8-carbonitrile CC1=C(C=2OC(CNC2C=N1)C(F)(F)F)C#N